6-Chloro-3-[(1R)-1-[2-(2,3-dihydropyrazolo[5,1-b]oxazol-7-yl)-3,6-dimethyl-4-oxo-chromen-8-yl]ethoxy]pyridine-2-sulfonamide ClC1=CC=C(C(=N1)S(=O)(=O)N)O[C@H](C)C=1C=C(C=C2C(C(=C(OC12)C=1C=NN2C1OCC2)C)=O)C